5-methoxyisoindoline hydrochloride Cl.COC=1C=C2CNCC2=CC1